CC1=NC=CC(=C1)C=1OC=C(N1)C(=O)O (2-Methylpyridin-4-yl)oxazole-4-carboxylic acid